C1=CC=CC=2OC3=CC=CC=C3N(C12)C1=NC=2C3=NC(=CC=C3C(C(C2C=C1)=O)=O)N1C2=CC=CC=C2OC=2C=CC=CC12 2,9-bis(10H-phenoxazin-10-yl)-1,10-phenanthroline-5,6-dione